S1C=NC2=C1C(=CC=C2)C=2C=C1CN(CC1=CC2)C(=O)NC=2N=C(SC2)C#C 5-(benzo[d]thiazol-7-yl)-N-(2-ethynyl-thiazol-4-yl)isoindoline-2-carboxamide